C1(CC1)C1=CC(=C(C=C1)N1N=C2CCNCC3C2=C1CCN3C(=O)OC(C)(C)C)O tert-butyl 2-(4-cyclopropyl-2-hydroxyphenyl)-2,3,4,5a,6,7,8,9-octahydro-5H-1,2,5,7-tetraazabenzo[cd]azulene-5-carboxylate